(2E,4E)-5-phenylpentane-2,4-dienoyl chloride C1(=CC=CC=C1)/C=C/C=C/C(=O)Cl